C(#N)CCNCC1=CC(=C(C(=C1)F)N1CCN(CC1)C(C)(C)C1CCN(CC1)C(=O)OC(C)(C)C)F tert-butyl 4-[1-[4-[4-[(2-cyanoethylamino)methyl]-2,6-difluoro-phenyl]piperazin-1-yl]-1-methyl-ethyl]piperidine-1-carboxylate